OCC1=NN(C(=C1)C(=O)N)C 3-(hydroxymethyl)-1-methyl-1H-pyrazole-5-carboxamide